C(#N)N1[C@H]2[C@@H](C[C@@H]1CC2)NC(=O)NC(C)C2=C(C(=CC=C2)Cl)Cl 1-((1R,2R,4S)-7-cyano-7-azabicyclo[2.2.1]heptan-2-yl)-3-(1-(2,3-dichlorophenyl)ethyl)urea